O=C1N(CC(N1C1=CC=C(C=C1)C(F)(F)F)=O)CC1=CC(=C(OC(C(=O)O)(C)C)C(=C1)C)C 2-(4-((2,4-Dioxo-3-(4-(trifluoromethyl)phenyl)imidazolidin-1-yl)methyl)-2,6-dimethylphenoxy)-2-methylpropionic acid